(S)-N-((R or S)-(3-chloro-4-fluorophenyl)(4-(methylsulfonyl)phenyl)methyl)-2-oxoimidazolidine-4-carboxamide ClC=1C=C(C=CC1F)[C@H](NC(=O)[C@H]1NC(NC1)=O)C1=CC=C(C=C1)S(=O)(=O)C |o1:8|